OCCN(CCCCCCCCCCCC)CCO bis-hydroxyethyl-laurylamine